(diazomethyl)(trimethyl)silane tert-butyl-(7R)-7-benzyl-3-methyl-2-oxoazepane-1-carboxylate C(C)(C)(C)OC(=O)N1C(C(CCC[C@@H]1CC1=CC=CC=C1)C)=O.[N+](=[N-])=C[Si](C)(C)C